BrC=1C(NC=C(C1)C1(CC(C1)C)C1=NN=CN1C)=O 3-Bromo-5-[3-methyl-1-(4-methyl-4H-1,2,4-triazol-3-yl)cyclobutyl]pyridin-2(1H)-one